ClC1=C(C=CC=C1)CC(=O)NC1=CC(=C(C=C1)C=1C=NC=C(C1)C#N)S(N=CN(C)C)(=O)=O 2-(2-chlorophenyl)-N-[4-(5-Cyanopyridin-3-Yl)-3-{[(dimethylamino)Methylidene]Sulfamoyl}phenyl]Acetamide